1H-1,2,4-triazol-5-yl-pyridine N1N=CN=C1C1=NC=CC=C1